Cl.N[C@H](C(C(=O)NCC1=CC=CC=C1)O)C[C@H]1C(NCC1)=O (3S)-3-amino-N-benzyl-2-hydroxy-4-[(3S)-2-oxopyrrolidin-3-yl]Butyramide hydrochloride